1-((3-(benzyloxy)prop-1-en-2-yl)oxy)-4-methylpyridin C(C1=CC=CC=C1)OCC(=C)ON1CC=C(C=C1)C